C(C)(C)(C)OC(=O)N(C(OC(C)(C)C)=O)C=1SC(=C(N1)C1=CC=CC=C1)OC1=NC(=NC=C1)Cl tert-butyl (tert-butoxycarbonyl)(5-((2-chloropyrimidin-4-yl)oxy)-4-phenylthiazol-2-yl)carbamate